BrC1=CC2=C(C=N1)C=C(N2)C(=O)N2CCOCC2 (6-bromo-1H-pyrrolo[3,2-c]pyridin-2-yl)-morpholino-methanone